IC1=CC=C(C=C1)S(=O)(=O)C 4-iodo-1-(methylsulfonyl)benzene